CC=1C=C(C=C2C(NC(=NC12)C=1C=C2C(=CN1)SC=C2)=O)OCC2CCOCC2 8-methyl-6-(tetrahydro-pyran-4-ylmethoxy)-2-thieno[2,3-c]pyridin-5-yl-3H-quinazolin-4-one